1-(2-Chloro-4-nitrophenyl)-4-(methylamino)-3-nitro-7-(trifluoromethyl)-1,8-naphthyridine ClC1=C(C=CC(=C1)[N+](=O)[O-])N1CC(=C(C2=CC=C(N=C12)C(F)(F)F)NC)[N+](=O)[O-]